NC1=C(C=CC(=C1)NCC1=CC=C(C=C1)O)NC([C@H]([C@@H](CCCCCCC)F)F)=O (2R,3R)-N-(2-Amino-4-((4-hydroxybenzyl)amino)phenyl)-2,3-difluorodecanamid